C(CC)OC(NC1=C(C=C(C=C1)NCC1=CC2=C(S1)C=C(C=C2)OC)C)=O {4-[(6-Methoxy-benzo[b]thiophen-2-ylmethyl)-amino]-2-methylphenyl}-carbamic acid propyl ester